FC1=CC=C(C=C1)C(CN1CCC(CC1)CN(C(=O)NCC1=CC=C(C=C1)OC)C)=O 1-((1-(2-(4-fluorophenyl)-2-oxoethyl)piperidin-4-yl)methyl)-3-(4-methoxybenzyl)-1-methylurea